2,6-bis(aminomethyl)adamantane NCC1C2CC3C(C(CC1C3)C2)CN